C(C)C=1C(=C(C(=O)[O-])C=CC1)CC di-ethyl-benzoate